N-[2-chloro-5-[3-[(1R,2S)-2-fluorocyclopropyl]-1,2,4-oxadiazol-5-yl]phenyl]-7-(2-hydroxyethoxymethyl)imidazo[1,2-a]pyridine-3-carboxamide ClC1=C(C=C(C=C1)C1=NC(=NO1)[C@@H]1[C@H](C1)F)NC(=O)C1=CN=C2N1C=CC(=C2)COCCO